phenylmethylene-2,4-pentanedione CC(=O)CC(=O)/C=C/C1=CC=CC=C1